Sodium 3-(3-(4-nitrophenoxy)azetidin-1-yl)-2-(1H-pyrrol-1-yl)benzoate [N+](=O)([O-])C1=CC=C(OC2CN(C2)C=2C(=C(C(=O)[O-])C=CC2)N2C=CC=C2)C=C1.[Na+]